2,2-Difluoro-2-(2-fluorophenyl)acetyl chloride FC(C(=O)Cl)(C1=C(C=CC=C1)F)F